FC(C1=CC=C(C=C1)N1C=CC2=CC=CC=C12)(F)F 1-(4-(trifluoromethyl)phenyl)-1H-indol